CC=1C=C(C=2N(C(C(=C(N2)N2CCCCC2)C(F)(F)F)=O)C1)C(C)NC1=C(C(=O)O)C=CC=C1 2-((1-(7-methyl-4-oxo-2-(piperidin-1-yl)-3-(trifluoromethyl)-4H-pyrido[1,2-a]pyrimidin-9-yl)ethyl)amino)benzoic acid